BrC=1C=NC(=NC1)CNC[C@H](O)C=1C(=C2COC(C2=CC1)=O)C (R)-5-(2-(((5-bromopyrimidin-2-yl)methyl)amino)-1-hydroxyethyl)-4-methyl-isobenzofuran-1(3H)-one